C(CCCCCCCCCCCCC)(=O)N=[N+]=[N-] myristic acid, azide